N1N=NC(=C1)CNC(=O)[C@H]1N2C3=C(C=CC=C3C1)CC[C@@H](C2=O)NC([C@H]([C@H](CC)C)NC(CC=2NC1=CC=CC=C1C2)=O)=O (2S,5S)-5-[(2S,3S)-2-(2-1H-Indol-2-yl-acetylamino)-3-methyl-pentanoylamino]-4-oxo-1,2,4,5,6,7-hexahydro-azepino[3,2,1-hi]indole-2-carboxylic acid (1H-[1,2,3]triazol-4-ylmethyl)-amide